methyl-thiomethyl mercaptan CSCS